octahydro-6H-pyrrolo[3,4-b]pyridine-6-sulfonamide N1C2C(CCC1)CN(C2)S(=O)(=O)N